BrC=1C=C2C=C(C(=NC2=CC1)OC)OCCOC=1C=C(C=NC1)CO (5-(2-((6-bromo-2-methoxyquinolin-3-yl)oxy)ethoxy)pyridin-3-yl)methanol